1,2,5-trimethyl-pyrazinium iodide [I-].C[N+]1=C(C=NC(=C1)C)C